FC1(CCC(CC1)C1N(CCCC1)C(C(=O)NC=1C=C(C=NC1)C(=O)N)=O)F 5-[[2-[2-(4,4-difluorocyclohexyl)-1-piperidyl]-2-oxo-acetyl]amino]pyridine-3-carboxamide